O1C(OCC12CCCCC2)=O DIOXASPIRO[4.5]DECAN-2-ONE